C(#N)C1=CN=CC(=N1)[C@H]1N(OCC1)C(=O)C1CCN(CC1)C1=NC=CC(=N1)C(=O)N 2-[4-[(3S)-3-(6-Cyanopyrazin-2-yl)isoxazolidine-2-carbonyl]-1-piperidyl]pyrimidine-4-carboxamide